O1C(CCCC1)OCC=1N=NN(C1)C1=CC=C(C=C1)CN (4-(4-(((tetrahydro-2H-pyran-2-yl)oxy)methyl)-1H-1,2,3-triazol-1-yl)phenyl)methanamin